O=S1(CCCC2=CC(=CC=C12)NC1=NC=C(C(=N1)N[C@H](CO)C1=CC=CC=C1)C1=NC(=NO1)C(C)C)=O (2S)-2-[[2-[(1,1-dioxo-3,4-dihydro-2H-thiochromen-6-yl)amino]-5-(3-isopropyl-1,2,4-oxadiazol-5-yl)pyrimidin-4-yl]amino]-2-phenyl-ethanol